tert-Butyl 3-(7-(thiazol-2-yl)-5-(2,2,2-trifluoro-1-(2,2,2-trifluoroethoxy)ethyl)benzo[d]oxazol-2-yl)-3,6-diazabicyclo[3.1.1]heptane-6-carboxylate S1C(=NC=C1)C1=CC(=CC=2N=C(OC21)N2CC1N(C(C2)C1)C(=O)OC(C)(C)C)C(C(F)(F)F)OCC(F)(F)F